phosphorus (phosphonate) P([O-])([O-])=O.[P+3].P([O-])([O-])=O.P([O-])([O-])=O.[P+3]